1-(2-(quinolin-3-ylmethyl)pyridin-4-yl)-1,5,6,7-tetrahydro-4H-pyrazolo[4,3-c]pyridin-4-one N1=CC(=CC2=CC=CC=C12)CC1=NC=CC(=C1)N1N=CC=2C(NCCC21)=O